(R)-N-((5,5-Difluoro-1-(3-methyl-6-((4-(trifluoromethoxy)pyridin-2-yl)amino)pyridine-2-Carbonyl)piperidin-2-yl)methyl)-N-methylacetamide FC1(CC[C@@H](N(C1)C(=O)C1=NC(=CC=C1C)NC1=NC=CC(=C1)OC(F)(F)F)CN(C(C)=O)C)F